[2,4'-bipyridine]-5-carboxamide N1=C(C=CC(=C1)C(=O)N)C1=CC=NC=C1